2-methyl-7-((3-methyl-1H-pyrrolo[2,3-b]pyridin-4-yl)oxy)-1,2,3,4-tetrahydroisoquinoline CN1CC2=CC(=CC=C2CC1)OC1=C2C(=NC=C1)NC=C2C